S(=O)(=O)(C1=CC=C(C)C=C1)OCCN1C=CC2=CC=C(C=C12)C(=O)OCC1=CC=C(C=C1)F 4-fluorobenzyl 1-(2-(tosyloxy) ethyl)-1H-indole-6-carboxylate